2-({3-chloro-2-[(4-chloro-2-fluorophenyl)methoxy]-5,6,7,8-tetrahydro-1,7-naphthyridin-7-yl}methyl)-1-[(1-cyanocyclopropyl)methyl]-1H-1,3-benzodiazole-6-carboxylic acid ClC=1C(=NC=2CN(CCC2C1)CC1=NC2=C(N1CC1(CC1)C#N)C=C(C=C2)C(=O)O)OCC2=C(C=C(C=C2)Cl)F